Cl.C(CCC)C1=NC=2C(=C(N=NC2N)OC(C)C)N1CC1=CC=C(C=C1)CNC1CCOCC1 2-butyl-7-isopropoxy-1-(4-(((tetrahydro-2H-pyran-4-yl)amino)methyl)benzyl)-1H-imidazo[4,5-d]pyridazin-4-amine hydrochloride salt